1-(tert-butoxycarbonyl)-3-[(tert-butoxycarbonyl)amino]indazole-6-carboxylic acid C(C)(C)(C)OC(=O)N1N=C(C2=CC=C(C=C12)C(=O)O)NC(=O)OC(C)(C)C